B(O)(O)O.FC(C1=CC=C(C=C1)C(O)C(C)(CO)C)(F)F 4-trifluoromethylphenyl-neopentyl glycol borate